2,2-difluoropentan-3-ol FC(C)(C(CC)O)F